COC=1C=C(C=CC1OC)C1=C(C=2C(=NC=C(N2)C2CCNCC2)N1)CC 6-(3,4-dimethoxyphenyl)-7-ethyl-2-(piperidin-4-yl)-5H-pyrrolo[2,3-b]pyrazine